(R)-N-(4-((2-((5-(tert-butyl)-1-(tetrahydrofuran-3-yl)-1H-pyrazol-3-yl)amino)-1,7-dimethyl-1H-imidazo[4,5-b]pyridin-6-yl)oxy)pyridin-2-yl)acetamide C(C)(C)(C)C1=CC(=NN1[C@H]1COCC1)NC=1N(C=2C(=NC=C(C2C)OC2=CC(=NC=C2)NC(C)=O)N1)C